NCCCC(=O)[O-] γ-AMINOBUTYRATE